BrC1=CC=C(OCC2OC(COC2)COC(F)(F)F)C=C1 2-((4-bromophenoxy)methyl)-6-((trifluoromethoxy)methyl)-1,4-dioxane